copper (II) 2,2'-bipyridine N1=C(C=CC=C1)C1=NC=CC=C1.[Cu+2]